1-(2-(3-(((6-((2-(2,6-dioxopiperidin-3-yl)-1,3-dioxoisoindolin-4-yl)amino)hexyl)(methyl)amino)methyl)phenoxy)ethyl)-N-hydroxy-1H-indole-6-carboxamide O=C1NC(CCC1N1C(C2=CC=CC(=C2C1=O)NCCCCCCN(C)CC=1C=C(OCCN2C=CC3=CC=C(C=C23)C(=O)NO)C=CC1)=O)=O